6-(1-((1-(difluoromethyl)-5-methyl-1H-pyrazol-4-yl)sulfonyl)piperidin-4-yl)-7-methyl-[1,2,4]triazolo[1,5-b]pyridazine FC(N1N=CC(=C1C)S(=O)(=O)N1CCC(CC1)C=1C(=CC=2N(N1)N=CN2)C)F